[Ru+2].CC1=C(C(=CC(=C1)C)C)N1C(N(CC1)C1=C(C=C(C=C1C)C)C)=C1C(C(C(CC1)(P(C1CCCCC1)C1CCCCC1)Cl)=C1C(=CC2=CC=CC=C12)C1=CC=CC=C1)Cl [1,3-bis-(2,4,6-trimethylphenyl)-2-imidazolidinylidene]dichloro(phenylindenylidene)(tricyclohexylphosphine) ruthenium(II)